FC1=C2C=NNC2=CC=C1C=1C(=NN2C=NC(=CC21)C2=CC(=C(C=C2)F)C(F)(F)F)C(C)C 3-(4-fluoro-1H-indazol-5-yl)-5-(4-fluoro-3-trifluoromethyl-phenyl)-2-isopropyl-pyrazolo[1,5-c]pyrimidine